SC=1C=CC=2C(=NC=C(N2)N2CCC3(CC2)[C@@H](C2=CC=CC=C2C3)N[S@](=O)C(C)(C)C)N1 (R)-N-((S)-1'-(6-mercaptopyrido[2,3-b]pyrazin-2-yl)-1,3-dihydrospiro[indene-2,4'-piperidin]-1-yl)-2-methylpropane-2-sulfinamide